N-(5-(4-(4-propenoylpiperazin-1-yl)quinazolin-6-yl)-2-methoxypyridin-3-yl)cyclohexanesulphonamide C(C=C)(=O)N1CCN(CC1)C1=NC=NC2=CC=C(C=C12)C=1C=C(C(=NC1)OC)NS(=O)(=O)C1CCCCC1